1-((5-methyl-1,3,4-oxadiazol-2-yl)methyl)-5-(3-(m-tolyl)-1,2,4-oxadiazol-5-yl)pyridin-2(1H)-one CC1=NN=C(O1)CN1C(C=CC(=C1)C1=NC(=NO1)C=1C=C(C=CC1)C)=O